2-((2-amino-benzyl)amino)-5-fluorobenzonitrile NC1=C(CNC2=C(C#N)C=C(C=C2)F)C=CC=C1